ClC1=NC(=NN2C1=C(C(=C2)C2=C(C(=CC=C2)OC)C)C2=NC=CC=C2)C=2N=CN(C2)C 4-chloro-6-(3-methoxy-2-methylphenyl)-2-(1-methyl-1H-imidazol-4-yl)-5-(pyridin-2-yl)pyrrolo[2,1-f][1,2,4]triazine